hydantoinphenone N1(C(=O)NC(=O)C1)C(=O)C1=CC=CC=C1